N1,N6-diphenyl-N1,N6-BIS(4-(trimethylsilyl)phenyl)pyrene-1,6-diamine C1(=CC=CC=C1)N(C1=CC=C2C=CC=3C(=CC=C4C=CC1=C2C34)N(C3=CC=C(C=C3)[Si](C)(C)C)C3=CC=CC=C3)C3=CC=C(C=C3)[Si](C)(C)C